(E,E)-3,7,11-Trimethyl-2,6,10-dodecatrienyl 3-methylbutanoate CC(CC(=O)OC\C=C(\CC\C=C(\CCC=C(C)C)/C)/C)C